(S)-(3-Fluorophenyl)(4-(2-((trans)-4-methoxycyclohexyl)ethyl)-7-aza-bicyclo[2.2.1]heptan-1-yl)methanol FC=1C=C(C=CC1)[C@H](O)C12CCC(CC1)(N2)CC[C@@H]2CC[C@H](CC2)OC